6-benzyl-3-(pyridin-4-ylmethyl)-2,3,4,6-tetrahydropyrido[3,4-c][1,8]naphthyridine-5(1H)-one C(C1=CC=CC=C1)N1C(C2=C(C=3C=CC=NC13)CCN(C2)CC2=CC=NC=C2)=O